2-cyclododecyl acetate C(C)(=O)OC1CCCCCCCCCCC1